(3S)-7-hydroxy-N-{(1R)-2-methyl-1-[(4-methylpiperidin-1-yl)methyl]Propyl}-1,2,3,4-tetrahydroisoquinoline-3-carboxamide OC1=CC=C2C[C@H](NCC2=C1)C(=O)N[C@H](C(C)C)CN1CCC(CC1)C